methyl δ-hydroxypentanoate OCCCCC(=O)OC